methyl 2-[(6-chloro-3-tetrahydropyran-4-yl-4-quinolinyl) amino]-5-methyl-benzoate ClC=1C=C2C(=C(C=NC2=CC1)C1CCOCC1)NC1=C(C(=O)OC)C=C(C=C1)C